3,3'-bitoluene diisocyanate [N-]=C=O.[N-]=C=O.CC1=CC(=CC=C1)C=1C=C(C)C=CC1